N-[(1R)-1-(2-chloro-4-cyclopropyl-3-ethoxyphenyl)ethyl]-2-methylpropane-2-sulfinamide ClC1=C(C=CC(=C1OCC)C1CC1)[C@@H](C)NS(=O)C(C)(C)C